1-(10-((4-(thiazol-2-ylmethoxy)phenyl)amino)-2,3-dihydro-4H-[1,4]oxazino[2,3-f]quinazolin-4-yl)prop-2-en-1-one S1C(=NC=C1)COC1=CC=C(C=C1)NC1=NC=NC2=CC=C3C(=C12)OCCN3C(C=C)=O